(S)-N-(3-(5-chloro-1H-indol-3-yl)propyl)-4-(2-hydroxy-3-(piperazin-1-yl)propoxy)benzenesulfonamide ClC=1C=C2C(=CNC2=CC1)CCCNS(=O)(=O)C1=CC=C(C=C1)OC[C@H](CN1CCNCC1)O